(S)-1-(6-Oxo-5-(trifluoromethyl)-1,6-dihydropyridin-3-yl)propan-2-yl (2R,5S)-2,5-dimethyl-4-(5-methylpyrimidin-2-yl)piperazine-1-carboxylate C[C@H]1N(C[C@@H](N(C1)C1=NC=C(C=N1)C)C)C(=O)O[C@H](CC1=CNC(C(=C1)C(F)(F)F)=O)C